methyl 5-(ethylsulfonyl)-1-methyl-4-[3-methyl-6-(trifluoromethyl)-3H-imidazo[4,5-c]pyridin-2-yl]-1H-imidazole-2-carboxylate C(C)S(=O)(=O)C1=C(N=C(N1C)C(=O)OC)C1=NC2=C(C=NC(=C2)C(F)(F)F)N1C